The molecule is a NTA and a tricarboxylic acid monoanion. It is a conjugate base of a nitrilotriacetic acid. It is a conjugate acid of a nitrilotriacetate(2-). C(C(=O)O)N(CC(=O)O)CC(=O)[O-]